C/C(/CCC1OCCO1)=C\CCC(C)C (E)-2-(3,7-dimethyloct-3-en-1-yl)-1,3-dioxolane